ClC1=C(C=C(C=C1)NC(=O)[C@@H]1C([C@H]1C1=CC(=CC(=C1)Cl)Cl)(Cl)Cl)NC(C1=C(C=C(C=C1)C#N)F)=O |r| trans-rac-N-(2-Chloro-5-(2,2-dichloro-3-(3,5-dichlorophenyl)cyclopropane-1-carboxamido)phenyl)-4-cyano-2-fluorobenzamide